6-((6S,8R)-7-(2-fluoro-2-methylpropyl)-8-methyl-6,7,8,9-tetrahydro-3H-pyrazolo[4,3-f]isoquinolin-6-yl)-N-(1-(3-fluoropropyl)azetidin-3-yl)pyridin-3-amine FC(CN1[C@@H](C2=CC=C3C(=C2C[C@H]1C)C=NN3)C3=CC=C(C=N3)NC3CN(C3)CCCF)(C)C